CN1N=CC2=C(C=CC=C12)B1OC(C(O1)(C)C)(C)C 1-methyl-4-(4,4,5,5-tetramethyl-[1,3,2]dioxaborolan-2-yl)-1H-indazole